FC=1C=C(C=C2CC(CC12)CNCCC1CN(C(O1)=O)C1=NC2=C(OCC(N2)=O)N=C1)NC(=O)[C@H]1NCCC1 (2S)-N-[7-fluoro-2-[[2-[2-oxo-3-(3-oxo-4H-pyrazino[2,3-b][1,4]oxazin-6-yl)oxazolidin-5-yl]ethylamino]methyl]indan-5-yl]pyrrolidine-2-carboxamide